8-Amino-3-(2-methyl-5-(methylsulfonyl)phenyl)-N-(1-(methylsulfonyl)piperidin-3-yl)imidazo[1,2-a]pyrazine-6-carboxamide Trifluoroacetate Salt FC(C(=O)O)(F)F.NC=1C=2N(C=C(N1)C(=O)NC1CN(CCC1)S(=O)(=O)C)C(=CN2)C2=C(C=CC(=C2)S(=O)(=O)C)C